C(C1=CC=C(C=C1)N=C=O)C1=C(C=CC=C1)N=C=O 2,4'-methylenediphenyl diisocyanate